(1R,3S,5R)-2-(2-(6-amino-2-(dimethylamino)-9H-purin-9-yl)acetyl)-N-(3-chloro-2-fluorobenzyl)-2-azabicyclo[3.1.0]hexane-3-carboxamide NC1=C2N=CN(C2=NC(=N1)N(C)C)CC(=O)N1[C@@H]2C[C@@H]2C[C@H]1C(=O)NCC1=C(C(=CC=C1)Cl)F